(S)-2-(3,4-dimethoxyphenyl)-3-methyl-5-(3,4-dimethoxyphenyl)imidazole Tert-butyl-4-{4-[1-(2,6-dioxopiperidin-3-yl)-3-methyl-2-oxo-1,3-benzodiazol-4-yl]phenyl}piperazine-1-carboxylate C(C)(C)(C)OC(=O)N1CCN(CC1)C1=CC=C(C=C1)C1=CC=CC=2N(C(N(C21)C)=O)C2C(NC(CC2)=O)=O.COC=2C=C(C=CC2OC)C2=NC(=CN2C)C2=CC(=C(C=C2)OC)OC